FC(C1=NC=CC(=C1)C#CC1=C2C=C(N=CC2=C(N=C1)NC)NC(=O)C1CC1)F N-(5-((2-(difluoromethyl)pyridin-4-yl)ethynyl)-8-(methylamino)-2,7-naphthyridin-3-yl)cyclopropanecarboxamide